Ethyl 1-acetyl-6-(6-methylpyridin-2-yl)-5-{[1,2,4]triazolo[1,5-a]pyridin-6-yl}-1H,2H,3H-imidazo[1,2-a][1,3]diazole-2-carboxylate C(C)(=O)N1C=2N(CC1C(=O)OCC)C(=C(N2)C2=NC(=CC=C2)C)C=2C=CC=1N(C2)N=CN1